C(C)C1[C@@]2(C[C@@H]2CN1)C1=CC2=CC=CC=C2C=C1 ethyl-(1R,5S)-1-(naphthalen-2-yl)-3-azabicyclo[3.1.0]hexane